1-((1S,5S)-6-(4-ethoxyphenyl)-9,9-dimethyl-3,6-diazabicyclo[3.2.2]nonan-3-yl)-3-(pyridin-3-yl)propan-1-one C(C)OC1=CC=C(C=C1)N1[C@@H]2CN(C[C@H](C1)CC2(C)C)C(CCC=2C=NC=CC2)=O